5-(5-(2-Chloro-4-(trifluoromethoxy)phenyl)-1H-indazol-1-yl)-2-fluorophenol ClC1=C(C=CC(=C1)OC(F)(F)F)C=1C=C2C=NN(C2=CC1)C=1C=CC(=C(C1)O)F